5-[5-[chloro(difluoro)methyl]-1,2,4-oxadiazol-3-yl]-N-[1-(1-methylimidazol-2-yl)ethyl]pyrimidin-2-amine ClC(C1=NC(=NO1)C=1C=NC(=NC1)NC(C)C=1N(C=CN1)C)(F)F